(3-(2-(4-((3-cyano-4-fluorophenyl)carbamoyl)-1,3,5-trimethyl-1H-pyrrol-2-yl)-2-oxoacetamido)phenyl)boronic acid C(#N)C=1C=C(C=CC1F)NC(=O)C=1C(=C(N(C1C)C)C(C(=O)NC=1C=C(C=CC1)B(O)O)=O)C